C(C)(C)(C)OC(NC1=CC(=CC=C1)CN1N=CC2=C(N(C=3C(=CC=CC23)OC)C)C1=O)=O (3-((6-methoxy-5-methyl-4-oxo-4,5-dihydro-3H-pyridazino[4,5-b]indol-3-yl)methyl)phenyl)carbamic acid tert-butyl ester